5,6-dichloro-1H-indole-2,3-dione ClC=1C=C2C(C(NC2=CC1Cl)=O)=O